C(C=C(C)CCC=C(C)CCC=C(C)C)N1N=NC(=C1)C1=CC=C(C=C1)CCCC 1-farnesyl-4-(4-butylphenyl)-1H-1,2,3-triazole